3-(5-bromo-3-methyl-indolin-1-yl)piperidine-2,6-dione BrC=1C=C2C(CN(C2=CC1)C1C(NC(CC1)=O)=O)C